bis-(2-hydroxy-1-methyl-ethyl)-amine OCC(C)NC(CO)C